Methyl 6-(2,6-difluorophenyl)-4-((1-methyl-6-oxo-1,6-dihydropyridin-3-yl)amino)pyridazine-3-carboxylate FC1=C(C(=CC=C1)F)C1=CC(=C(N=N1)C(=O)OC)NC1=CN(C(C=C1)=O)C